N-[(3R)-1-{5-[3-(2,6-difluorophenyl)-5-fluoropyridin-2-yl]-4,5-dihydro-1,2-oxazol-3-yl}-4,4-difluoropyrrolidin-3-yl]cyclopropanesulfonamide FC1=C(C(=CC=C1)F)C=1C(=NC=C(C1)F)C1CC(=NO1)N1C[C@H](C(C1)(F)F)NS(=O)(=O)C1CC1